C1(CCCC1)N(C(OC)=O)C methyl cyclopentyl(methyl)carbamate